BrC1=C(C(=CC(=C1)C(C(F)(F)F)(C(C(F)(F)F)(F)F)F)OC(F)(F)F)NC(C1=C(C(=CC=C1)N(C(=O)C=1C=NC(=CC1)F)OC(=O)C1CC1)F)=O N-(2-Bromo-4-(perfluorobutan-2-yl)-6-(trifluoromethoxy)phenyl)-2-fluoro-3-(((cyclopropanecarbonyl)oxy)(6-fluoropyridine-3-carbonyl)amino)benzamide